OCCCCC1NCCC2=CC(=CC=C12)NC1=NC=C(C(=N1)C=1C=NN(C1)C(C)C)C hydroxybutyl-N-(4-(1-isopropyl-1H-pyrazol-4-yl)5-methylpyrimidin-2-yl)-1,2,3,4-tetrahydroisoquinolin-6-amine